NC=1NC(C=2N(C(NC2N1)=O)CCC(F)(F)F)=O 2-Amino-7-(3,3,3-trifluoropropyl)-7,9-dihydro-1H-purine-6,8-dione